FC(=CCC/C(=C/CC/C(=C/CC1=C(C(=C(C(=C1C)O)C)C)O)/C)/C)F 2-((2E,6E)-11,11-difluoro-3,7-dimethylundec-2,6,10-trien-1-yl)-3,5,6-trimethylbenzene-1,4-diol